C(C1=CC=CC=C1)OC=1C=C2CCNC(C2=CC1OC)\C=C\C1=C(C=CC(=C1)C1=CC(=NC=C1)C)C 6-(benzyloxy)-7-methoxy-1-{(E)-2-[2-methyl-5-(2-methylpyridin-4-yl)phenyl]ethenyl}-1,2,3,4-tetrahydroisoquinoline